propyl-(2-hydroxyethoxy)-dimethylammonium chloride [Cl-].C(CC)[N+](C)(C)OCCO